N[C@H](C)C=1C(=C(C=CC1)C(C(C(C)(C)C)=O)(F)F)F 1-{3-[(1R)-1-aminoethyl]-2-fluorophenyl}-1,1-difluoro-3,3-dimethylbutan-2-one